C(CCCCCCC\C=C/CCCCCCCC)(=O)OC(CCCCCCC\C=C/CCCCCCCC)=O oleic acid, anhydride